CC=1C=C(C(=O)OC2=CC(=CC(=C2)C=NC(C(=O)OC)CC2=CC=C(C=C2)O)Cl)C=CC1 3-chloro-5-((3-(4-hydroxyphenyl)-1-methoxy-1-oxopropan-2-ylimino)methyl)phenyl 3-methylbenzoate